N-(3-chloro-5-methanesulfonamidophenyl)-1-{3-[difluoro(phenyl)methoxy]pyridin-2-yl}-1H-pyrazole-4-carboxamide ClC=1C=C(C=C(C1)NS(=O)(=O)C)NC(=O)C=1C=NN(C1)C1=NC=CC=C1OC(C1=CC=CC=C1)(F)F